CS(=O)(=O)OC1CCC(CC1)CN1CCN(CC1)C=1SC2=C(C(C1)=O)C=C(C=C2[N+](=O)[O-])C(F)(F)F 2-(4-(4-Methylsulfonyloxycyclohexylmethyl)piperazin-1-yl)-6-(trifluoromethyl)-8-nitro-benzothiopyran-4-one